CN1N=C(C(=C1)C1=NN=CN1C)C=1C=C(N)C=CC1 3-(1-Methyl-4-(4-methyl-4H-1,2,4-triazol-3-yl)-1H-pyrazol-3-yl)aniline